FC1=NC(=NC=N1)C1=CC=CC=C1 fluorophenyl-1,3,5-triazine